4-[2-[4-[4-[(3R)-2,6-Dioxopiperidin-3-yl]oxyphenyl]piperidin-1-yl]acetyl]piperazin O=C1NC(CC[C@H]1OC1=CC=C(C=C1)C1CCN(CC1)CC(=O)N1CCNCC1)=O